C(CCC)N1C(C2=CN=CC=C2C(=C1)C1=CC(=C(C(=C1)OC)OC1CCN(CC1)CC1CCNCC1)OC)=O 2-butyl-4-(3,5-dimethoxy-4-((1-(piperidin-4-ylmethyl)piperidin-4-yl)oxy)phenyl)-2,7-naphthyridin-1(2H)-one